(R)-3'-methyl-4'-(3-(1-((1-methyl-1H-imidazol-2-yl)methyl)pyrrolidin-3-yl)-2-oxo-2,3-dihydro-1H-imidazo[4,5-b]pyridin-1-yl)-[1,1'-biphenyl]-4-carboxylic acid CC=1C=C(C=CC1N1C(N(C2=NC=CC=C21)[C@H]2CN(CC2)CC=2N(C=CN2)C)=O)C2=CC=C(C=C2)C(=O)O